tert-butyl 4-(5-((4-(1-(tert-butoxycarbonyl)-1,2,3,6-tetrahydropyridin-4-yl)-3-methoxyphenyl)carbamoyl)thiophen-2-yl)-3,6-dihydropyridine-1(2H)-carboxylate C(C)(C)(C)OC(=O)N1CCC(=CC1)C1=C(C=C(C=C1)NC(=O)C1=CC=C(S1)C=1CCN(CC1)C(=O)OC(C)(C)C)OC